FC1=C(C=NN1)C1=CC=2N=CN(C(C2C=N1)=O)[C@H](C)C=1C=C(C(=O)NC)C=CC1 (R)-3-(1-(7-(5-fluoro-1H-pyrazol-4-yl)-4-oxopyrido[4,3-d]pyrimidin-3(4H)-yl)ethyl)-N-methylbenzamide